CC1=C(OC2=CC=C(C=N2)NC(C2=CC=C(C=C2)OC2=CC=CC=C2)=O)C=CC(=C1)NC N-{6-[2-methyl-4-(methylamino)phenoxy]pyridin-3-yl}-4-phenoxybenzamide